CC1(NC(CC(C1)C(CCCCCCCCC[NH3+])[NH3+])(C)C)C (2,2,6,6-tetramethylpiperidin-4-yl)decane-1,10-diaminium